ClC1=C(C(=O)O)C=CC(=C1)C=1C=NC=2N(C1)C(=CN2)C2(CC2)C=2C=C1C=CC=NC1=CC2 2-chloro-4-[3-(1-quinolin-6-ylcyclopropyl)imidazo[1,2-a]pyrimidin-6-yl]benzoic Acid